5-(1-(trans-4-(4-(trifluoromethyl)benzyloxy)pyrrolidin-3-yl)-1H-1,2,3-triazol-4-yl)pyridin-2(1H)-one FC(C1=CC=C(CO[C@H]2[C@@H](CNC2)N2N=NC(=C2)C=2C=CC(NC2)=O)C=C1)(F)F